[Bi].[Na] Sodium-Bismuth